OC(C)(C)C1CCC(CC1)NC(C1=NC(=CC=C1)N1C=NC=C1)=O N-((1r,4r)-4-(2-Hydroxypropan-2-yl)cyclohexyl)-6-(1H-imidazol-1-yl)picolinamide